ClC1=CC(=C(C=C1)C1(OC2=C(O1)C=CC=C2C2CCN(CC2)CC2=NN=CN2C[C@H]2OCC2)C)F 4-(2-(4-chloro-2-fluorophenyl)-2-methylbenzo[d][1,3]dioxol-4-yl)-1-((4-(((S)-oxetan-2-yl)methyl)-4H-1,2,4-triazol-3-yl)methyl)piperidine